2-bromo-6-cyclopropoxypyridine BrC1=NC(=CC=C1)OC1CC1